PYRROLIDINE-2,5-DIONE N1C(CCC1=O)=O